FC1=C(C(=O)OCC)C=C(C(=C1F)O)F ethyl 2,3,5-trifluoro-4-hydroxybenzoate